C(C1=CC=CC=C1)OC(=O)NCCCCC1=CC=C(C=C1)C1=CC=C(C=C1)CCC(=O)N[C@@H](C(C)C)C(=O)OC methyl (3-(4'-(4-(((benzyloxy)carbonyl)amino)butyl)-[1,1'-biphenyl]-4-yl)propanoyl)-L-valinate